tert-butyl (S)-3-(benzyl((R)-1-phenylethyl)amino)-3-(biphenyl-4-yl)propanoate C(C1=CC=CC=C1)N([C@@H](CC(=O)OC(C)(C)C)C1=CC=C(C=C1)C1=CC=CC=C1)[C@H](C)C1=CC=CC=C1